tert-butyl (R)-(1-(5-((4-(4-morpholino-7-((2-(trimethylsilyl)ethoxy)methyl)-7H-pyrrolo[2,3-d]pyrimidin-6-yl)phenyl)amino)pyrimidin-2-yl)piperidin-3-yl)carbamate O1CCN(CC1)C=1C2=C(N=CN1)N(C(=C2)C2=CC=C(C=C2)NC=2C=NC(=NC2)N2C[C@@H](CCC2)NC(OC(C)(C)C)=O)COCC[Si](C)(C)C